COC(C1=CC=C(C=C1)C1=C(N(C=2C=C3C=NN(C3=CC21)C(C(C)(C)C)=O)C2=CC(=CC=C2)F)C)=O.C(=O)=[Ni] (carbonyl)nickel methyl-4-[1-(2,2-dimethylpropanoyl)-5-(3-fluorophenyl)-6-methyl-pyrrolo[2,3-f]indazol-7-yl]benzoate